ClC=1N=C(C2=C(N1)C(C=1C=C(C=CC12)Cl)=O)C(F)(F)F 2,7-dichloro-4-(trifluoromethyl)-9H-indeno[2,1-d]Pyrimidin-9-one